(E)-8-(1-(2-cyano-3-cyclopropylacryloyl)piperidin-4-yl)-2-(4-phenoxyphenyl)-5,6,7,8-tetrahydroimidazo[1,2-b]pyridazine-3-carboxamide C(#N)/C(/C(=O)N1CCC(CC1)C1C=2N(NCC1)C(=C(N2)C2=CC=C(C=C2)OC2=CC=CC=C2)C(=O)N)=C\C2CC2